5-bromo-2-(6-((5-fluoro-6-methoxypyridin-3-yl)methyl)-3,6-diazabicyclo[3.1.1]heptan-3-yl)thiazoleN BrC1C=CN(S1)N1CC2N(C(C1)C2)CC=2C=NC(=C(C2)F)OC